C(C(C(C(CC)O)O)O)O 1,2,3,4-hexantetraol